2-(7-fluoro-5-methoxy-1-((2-(trimethylsilyl)ethoxy)methyl)-1H-indazol-3-yl)ethan-1-ol FC=1C=C(C=C2C(=NN(C12)COCC[Si](C)(C)C)CCO)OC